BrC=1C(=NNC1)C 4-bromo-3-methyl-1H-pyrazol